ClC1=CC(=NC=N1)NC(=O)[C@@H]1[C@H](C1)C=1N=C(SC1)C |r| rac-(1S*,2S*)-N-(6-chloropyrimidin-4-yl)-2-(2-methylthiazol-4-yl)cyclopropane-1-carboxamide